N-(2-((1r,3r,5r,7r)-adamantan-2-ylamino)ethyl)-4-(4-chloro-phenyl)-5-(2,4-dichloro-phenyl)-3-methylthiophene-2-carboxamide C12C(C3CC(CC(C1)C3)C2)NCCNC(=O)C=2SC(=C(C2C)C2=CC=C(C=C2)Cl)C2=C(C=C(C=C2)Cl)Cl